N[C@@H]1C2=CC=CC=C2CC12CCN(CC2)C=2NC(C1=C(N2)NN=C1C1(CC1)C1=CC(=CC=C1)OCCOC)=O (S)-6-(1-amino-1,3-dihydrospiro[indene-2,4'-piperidin]-1'-yl)-3-(1-(3-(2-methoxyethoxy)phenyl)cyclopropyl)-1,5-dihydro-4H-pyrazolo[3,4-d]pyrimidin-4-one